(5-((2-morpholinopyrimidin-5-yl)oxy)thiazol-2-yl)cyclopropane-1-carboxamide O1CCN(CC1)C1=NC=C(C=N1)OC1=CN=C(S1)C1(CC1)C(=O)N